C(C)(=O)N1CCC2(CCC(C2)C(=O)N2C(CC(C2)F)C(=O)NC(C2=CC=C(C=C2)C(C)C)C2=CC=CC=C2)CC1 1-{8-acetyl-8-azaspiro[4.5]decane-2-carbonyl}-4-fluoro-N-{phenyl-[4-(propan-2-yl)phenyl]methyl}pyrrolidine-2-carboxamide